1-(4-((4-((5-cyclopentyl-1H-pyrazol-3-yl)amino)pyrimidin-2-yl)amino)phenyl)-3-(3-(trifluoromethyl)phenyl)urea C1(CCCC1)C1=CC(=NN1)NC1=NC(=NC=C1)NC1=CC=C(C=C1)NC(=O)NC1=CC(=CC=C1)C(F)(F)F